(7R)-7-[(2R,4S)-4-{[4-(2-hydroxyethanesulfonyl)phenoxy]methyl}-2-methylpyrrolidin-1-yl]-5,6,7,8-tetrahydronaphthalene-2-carbonitrile OCCS(=O)(=O)C1=CC=C(OC[C@H]2C[C@H](N(C2)[C@@H]2CCC=3C=CC(=CC3C2)C#N)C)C=C1